[Si](C)(C)(C(C)(C)C)OCCN1N=C2C=C(C(=CC2=C1)NC(=O)C1=NC(=CC=C1)C(F)(F)F)C(=O)OC methyl 2-(2-{[tert-butyl (dimethyl) silyl] oxy} ethyl)-5-({[6-(trifluoromethyl) pyridin-2-yl] carbonyl} amino)-2H-indazole-6-carboxylate